BrC=1SC=C(C1)Cl 2-Bromo-4-chlorothiophene